ClC1([C@H]([C@@H]1C1=CC(=CC(=C1)Cl)Cl)C(=O)NC1=CC(=C(C=C1)Cl)C(=O)NNC1=CC=C(C=C1)C#N)Cl Trans-2,2-dichloro-N-(4-chloro-3-(2-(4-cyanophenyl)hydrazine-1-carbonyl)phenyl)-3-(3,5-dichlorophenyl)cyclopropane-1-carboxamide